2-fluoro-6-methoxy-3,5-pyridinediamine FC1=NC(=C(C=C1N)N)OC